[N+](=O)([O-])C1=C(C=CC=C1)C=1N=C(SC1)NC1=CC(=CC=C1)C(F)(F)F 4-(2-nitrophenyl)-N-[3-(trifluoromethyl)phenyl]Thiazol-2-amine